6-(8-(4-fluorophenyl)-6-azaspiro[3.4]octane-6-carbonyl)pyrazin-2(1H)-one FC1=CC=C(C=C1)C1CN(CC12CCC2)C(=O)C2=CN=CC(N2)=O